COCCNC=1C=2N(C=C(C1)CNCCO)N=C(N2)C=2C(=C(C=CC2)C2=CC=CC=C2)C 2-({[8-[(2-Methoxyethyl)amino]-2-(2-methylbiphenyl-3-yl)[1,2,4]triazolo[1,5-a]pyridin-6-yl]methyl}amino)-ethanol